[Li].[Ni].[Co] cobalt-nickel lithium